C(C)(=O)OCC(=O)N(CC[C@@H](C(=O)OC)NC(=O)OCC[Si](C)(C)C)[C@H](C(C)(C)C)C=1N(C=C(C1)C1=C(C=CC(=C1)F)F)CC1=CC=CC=C1 Methyl (2S)-4-[(acetoxyacetyl){(1R)-1-[1-benzyl-4-(2,5-difluorophenyl)-1H-pyrrol-2-yl]-2,2-dimethyl propyl}amino]-2-({[2-(trimethylsilyl)ethoxy]carbonyl}amino)butanoate